NC1=C(C(=O)N2CCC(CC2)NC(OC(C)(C)C)=O)C=CC=C1 tert-butyl (1-(2-aminobenzoyl)piperidin-4-yl)carbamate